C(C)(C)(C)OC(N[C@@H](CC(=O)N)C(NC1CCNCC1)=O)=O.NC1=C2C(=NC=N1)N(N=C2C=2NC1=CC(=CC=C1C2)NS(=O)(=O)C)C(C)(C)C N-(2-(4-Amino-1-(tert-butyl)-1H-pyrazolo[3,4-d]pyrimidin-3-yl)-1H-indol-6-yl)methanesulfonamide tert-butyl-N-[(1S)-3-amino-3-oxo-1-(4-piperidylcarbamoyl)propyl]carbamate